[2H]C([2H])(Cl)Cl DICHLOROMETHANE-d2